Ethyl 2-((1R,5S,6s)-3-(6-chloro-5-cyano-4-(trifluoromethyl)pyridin-2-yl)-3-azabicyclo[3.1.0]hexan-6-yl)acetate ClC1=C(C(=CC(=N1)N1C[C@@H]2C([C@@H]2C1)CC(=O)OCC)C(F)(F)F)C#N